FC(C(=O)O)(F)F.CO[C@@H](C)C=1C=2N(N=CC1C(=O)O)C=C(N2)C (S)-8-(1-methoxyethyl)-2-methylimidazo[1,2-b]pyridazine-7-carboxylic acid trifluoroacetate